OC(CS(=O)(C1=CC=C(C=C1)OC1=CC=NC2=CC(=CC=C12)OC)=N)(C)C (2-hydroxy-2-methylpropyl)(imino){4-[(7-methoxyquinolin-4-yl)oxy]phenyl}-λ6-sulfanone